(S)-ethyl 8-(6-((R)-1-(4-bromo-2-(3-methyl-1H-pyrazol-1-yl)phenyl)-2,2,2-trifluoroethoxy)-2-methylpyrimidin-4-yl)-2,8-diazaspiro[4.5]decane-3-carboxylate BrC1=CC(=C(C=C1)[C@H](C(F)(F)F)OC1=CC(=NC(=N1)C)N1CCC2(C[C@H](NC2)C(=O)OCC)CC1)N1N=C(C=C1)C